4-bromo-5-((2,4-dioxo-1,3-diazaspiro[4.5]decan-8-yl)amino)furo[2,3-c]pyridine-2-carboxamide BrC1=C2C(=CN=C1NC1CCC3(C(NC(N3)=O)=O)CC1)OC(=C2)C(=O)N